4-(N,N-dimethylamino)aniline CN(C)C1=CC=C(N)C=C1